IC#CC1=CSC=C1OC 3-(iodoethynyl)-4-methoxythiophene